C(C)OC(=O)C1=NOC=C1C 4-methylisoxazole-3-carboxylic acid ethyl ester